C(C)(C)C1=C(C=C(C=C1)C=CC1=CN=C(N1C)/C=C/C(=O)OCCCCOC(CCCCC(=O)O)=O)OC.OC1=C(C=C(CC2=C(C(=C(C(=C2C)CC2=CC(=C(C(=C2)C(C)(C)C)O)C(C)(C)C)C)CC2=CC(=C(C(=C2)C(C)(C)C)O)C(C)(C)C)C)C=C1C(C)(C)C)C(C)(C)C 2,4,6-tris(4-hydroxy-3,5-di-t-butylbenzyl)mesitylene (E)-5-(4-isopropyl-3-methoxyphenylvinyl)-1-methyl-1H-imidazoleacryloyloxybutyl-adipate